The molecule is an oxo dicarboxylic acid consisting of pimelic acid substituted at positions 2 and 4 by oxo and hydroxy groups respectively. It derives from a pimelic acid. It is a conjugate acid of a 4-hydroxy-2-oxoheptanedioate. It is a tautomer of a 2,4-dihydroxyhept-2-enedioic acid. C(CC(=O)O)C(CC(=O)C(=O)O)O